N-(4-naphthalene-2-yl-phenyl)-N-(2-phenyl-benzooxazole-6-yl)-N-{4-(2-phenyl-benzooxazole-6-yl)-phenyl}-amine C1=C(C=CC2=CC=CC=C12)C1=CC=C(C=C1)N(C1=CC=C(C=C1)C1=CC2=C(N=C(O2)C2=CC=CC=C2)C=C1)C1=CC2=C(N=C(O2)C2=CC=CC=C2)C=C1